3,5-Di-tert-butyl-4-hydroxybenzoic acid (2,4-Di-tert-butylphenyl) ester C(C)(C)(C)C1=C(C=CC(=C1)C(C)(C)C)OC(C1=CC(=C(C(=C1)C(C)(C)C)O)C(C)(C)C)=O